C(#N)[C@H](C[C@@H]1C(NCC1)=O)NC(=O)[C@H]1N([C@@H]2CC([C@H]1CC2)(F)F)C([C@@H](NC(C(F)(F)F)=O)CC(C)C)=O (1S,3S,4S)-N-((S)-1-cyano-2-((R)-2-oxopyrrolidin-3-yl)ethyl)-5,5-difluoro-2-((2,2,2-trifluoroacetyl)-L-leucyl)-2-azabicyclo[2.2.2]octane-3-carboxamide